IC=1C=C(C=CC1)C1=NN=CN1C1OCCCC1 3-(3-iodophenyl)-4-tetrahydropyran-2-yl-1,2,4-triazole